1-(3,8-diazabicyclo[3.2.1]octan-8-yl)-2-methylpropan-1-one C12CNCC(CC1)N2C(C(C)C)=O